CC1=CC=C(C2=C1C=C(O2)CN2C=NC1=C(C2=O)C=NC=C1)C(=O)OC Methyl 4-methyl-2-((4-oxopyrido[4,3-d]pyrimidin-3(4H)-yl)methyl)benzofuran-7-carboxylate